C(C)OC=1C=C(C=CC1C=1NC(C2=C(N1)NN=N2)=O)N2C[C@@H](CC2)C(=O)O (R)-1-(3-ethoxy-4-(7-oxo-6,7-dihydro-3H-[1,2,3]triazolo[4,5-d]pyrimidin-5-yl)phenyl)pyrrolidine-3-carboxylic acid